N[C@@H](C(C(=O)O)C(C)(C)O)CN1N=C(N=N1)C1=C(C=C(C=C1)OC1=NC=CC=C1F)F (3S)-3-amino-4-(5-(2-fluoro-4-((3-fluoropyridin-2-yl)oxy)phenyl)-2H-tetrazol-2-yl)-2-(2-hydroxypropan-2-yl)butanoic acid